NC=1C(NC2=C(N=CC(=C2C1C1=C2C=NNC2=C(C=C1)F)OC(C)C)C)=O 3-Amino-4-(7-fluoro-1H-indazol-4-yl)-5-isopropoxy-8-methyl-1H-1,7-naphthyridin-2-one